tert-butyl (3-((tert-butyldimethylsilyl)oxy)cyclohexyl)(methyl)carbamate [Si](C)(C)(C(C)(C)C)OC1CC(CCC1)N(C(OC(C)(C)C)=O)C